3-fluoro-8-[3-(5-fluoro-2-pyridinyl)-1-methyl-pyrazol-4-yl]-1,5-naphthyridine FC=1C=NC2=C(C=CN=C2C1)C=1C(=NN(C1)C)C1=NC=C(C=C1)F